2-(1H-indol-5-yl)ethane-1-amine N1C=CC2=CC(=CC=C12)CCN